NC=1C(N(C=CC1)N1CCC(CC1)(F)F)=O 3-amino-1-(4,4-difluoropiperidin-1-yl)pyridin-2(1H)-one